6-bromo-3-fluoro-2-((2-fluoro-4-(trifluoromethyl)benzyl)oxy)pyridine BrC1=CC=C(C(=N1)OCC1=C(C=C(C=C1)C(F)(F)F)F)F